N-(1,1-Dimethylsilacyclohex-4-yl)-2-phenyl-4H-pyrrolo[2,3-d]thiazole-5-carboxamide C[Si]1(CCC(CC1)NC(=O)C1=CC2=C(N=C(S2)C2=CC=CC=C2)N1)C